N(=[N+]=[N-])CCOCCOCCOCCNC(=O)C1=CC(=C(C=C1)NC(CBr)=O)NC(CBr)=O N,N'-(4-((2-(2-(2-(2-azidoethoxy)ethoxy)ethoxy)ethyl)carbamoyl)-1,2-phenylene)bis(2-bromoacetamide)